tert-butyl (3s,5s)-3,5-dimethyl-4-(6-nitropyridin-3-yl)piperazine-1-carboxylate C[C@H]1CN(C[C@@H](N1C=1C=NC(=CC1)[N+](=O)[O-])C)C(=O)OC(C)(C)C